Ethyl (E)-3-(3-bromo-5-chloro-4-methoxyphenyl)acrylate BrC=1C=C(C=C(C1OC)Cl)/C=C/C(=O)OCC